3-Amino-2-[(4-chlorophenyl)methyl]propan-1-ol NCC(CO)CC1=CC=C(C=C1)Cl